ethyl 3-(5-bromo-2-methylphenyl)-5-(2-ethoxy-2-oxoethyl)-2-methyl-2,5-dihydro-1,2,4-oxadiazole-5-carboxylate BrC=1C=CC(=C(C1)C=1N(OC(N1)(C(=O)OCC)CC(=O)OCC)C)C